methyl 5-bromo-2-chloro-4-fluorobenzoate BrC=1C(=CC(=C(C(=O)OC)C1)Cl)F